C1(CC1)C(=O)NC=1C=C2C(=CN=C(C2=CN1)NC)C=1C(=C(C=CC1)C=1C=CC(=NC1)C(=O)N(CC1=NC=CC=C1)C)OC 5-(3-(6-(cyclopropanecarboxamido)-1-(methylamino)-2,7-naphthyridin-4-yl)-2-methoxyphenyl)-N-methyl-N-(pyridin-2-ylmethyl)picolinamide